2-(1-(4-fluorobenzyl)piperidin-4-yl)-1,2,3,4-tetrahydro-2,7-naphthyridine FC1=CC=C(CN2CCC(CC2)N2CC3=CN=CC=C3CC2)C=C1